C(CCC)C1C(=NN(C1(C(=O)O)C)C1=CC=C(C=C1)C)C1=CC=C(C=C1)F 4-butyl-3-(4-fluorophenyl)-5-methyl-1-(p-tolyl)-4,5-dihydro-1H-pyrazole-5-carboxylic acid